2-methyl-4,5-dihydroimidazole CC=1NCCN1